OCCOCC=1C=C(C(=O)N(C)C)C=CC1 3-((2-hydroxyethoxy)methyl)-N,N-dimethylbenzamide